(3R,4R)-N-((3',5'-difluoro-[3,4'-bipyridin]-6-yl)methyl)-4-methoxytetrahydro-2H-pyran-3-amine FC=1C=NC=C(C1C=1C=NC(=CC1)CN[C@@H]1COCC[C@H]1OC)F